(2S,3R)-4-azido-2-(benzyloxycarbonylamino)-3-hydroxy-butanoic acid methyl ester COC([C@H]([C@@H](CN=[N+]=[N-])O)NC(=O)OCC1=CC=CC=C1)=O